(1R,5S)-N-hydroxy-8-(7-(3-hydroxynaphthalen-1-yl)-2-(((S)-1-methylpyrrolidin-2-yl)methoxy)quinazolin-4-yl)-3,8-diazabicyclo[3.2.1]octane-3-carboxamide ONC(=O)N1C[C@H]2CC[C@@H](C1)N2C2=NC(=NC1=CC(=CC=C21)C2=CC(=CC1=CC=CC=C21)O)OC[C@H]2N(CCC2)C